(1-(4-chloro-5-methyl-6-oxo-1,6-dihydropyridin-2-yl)-3-methyl-1H-pyrazol-5-yl)benzamide ClC=1C=C(NC(C1C)=O)N1N=C(C=C1C1=C(C(=O)N)C=CC=C1)C